tert-butyl 2-((5-methylthiazol-2-yl)methyl)-3-oxo-2,8-diazaspiro[4.5]decane-8-carboxylate CC1=CN=C(S1)CN1CC2(CC1=O)CCN(CC2)C(=O)OC(C)(C)C